FC=1C=2N(C=C(C1)C1=NC=3C=CN(C(C3C(=C1)C)=O)C1CCNCC1)C=C(N2)C 2-(8-fluoro-2-methyl-imidazo[1,2-a]pyridin-6-yl)-4-methyl-6-(4-piperidyl)-1,6-naphthyridin-5-one